BrC=1C=C(C=CC1)C(C1=CC=C(C#N)C=C1)OC1=CC=C2C(CCOC2=C1C)=O 4-((3-bromophenyl)((8-methyl-4-oxochroman-7-yl)oxy)methyl)benzonitrile